2-(3-fluoronaphthalen-2-yl)benzene-1,3-diol FC=1C(=CC2=CC=CC=C2C1)C1=C(C=CC=C1O)O